4-((2S,4S)-2-((Difluoromethoxy)methyl)-4-(4-(trifluoromethyl)-1H-imidazol-1-yl)pyrrolidin-1-yl)benzoic acid FC(OC[C@H]1N(C[C@H](C1)N1C=NC(=C1)C(F)(F)F)C1=CC=C(C(=O)O)C=C1)F